FC=1C=C2C(=CNC2=CC1F)C1N(CC2=CC(=CC=C12)C1=CC=CC=C1)C(=O)N (5,6-difluoro-1H-indol-3-yl)-5-phenylisoindoline-2-carboxamide